C(CCC)(=O)O r-butyric acid